N-{(dimethylamino)methylene}oxazolidine-4-carboxamide CN(C)C=NC(=O)C1NCOC1